OC=1C=C(C=CC1OC)CCC=1C=C(C(=O)OC)C=CC1 Methyl 3-[2-(3-hydroxy-4-methoxyphenyl)ethyl]benzoate